tert-butyl 1-(4-(allyloxy)-3-hydroxy-3-methyl-4-oxobutyl)-6,6-difluorotetrahydro-1H-pyrrolo[3,2-c]isoxazole-4(5H)-carboxylate C(C=C)OC(C(CCN1OCC2C1C(CN2C(=O)OC(C)(C)C)(F)F)(C)O)=O